6-Bromo-1-methyl-4-{4-[5-(2-methylphenyl)-1,3,4-oxadiazol-2-yl]piperidin-1-yl}-2-oxo-1,2-dihydroquinoline-3-carboxamide BrC=1C=C2C(=C(C(N(C2=CC1)C)=O)C(=O)N)N1CCC(CC1)C=1OC(=NN1)C1=C(C=CC=C1)C